1-((5-methyl-1H-indazol-7-yl)sulfonyl)pyrrolidin CC=1C=C2C=NNC2=C(C1)S(=O)(=O)N1CCCC1